N-(5-(ethylthio)-1,3,4-thiadiazol-2-yl)-2-((4-oxo-1-phenyl-4,5-dihydro-1H-pyrazolo[3,4-d]pyrimidin-6-yl)thio)-2-phenylacetamide C(C)SC1=NN=C(S1)NC(C(C1=CC=CC=C1)SC=1NC(C2=C(N1)N(N=C2)C2=CC=CC=C2)=O)=O